ethyl 3-fluoro-1-phenyl-1H-pyrrole-2-carboxylate FC1=C(N(C=C1)C1=CC=CC=C1)C(=O)OCC